1-chloronaphtho[2,1-f]isoquinoline ClC1=NC=CC2=C3C(=CC=C12)C1=CC=CC=C1C=C3